aminopiperidin-1-yl-hexan-1-one NC(C(=O)N1CCCCC1)CCCC